tert-butyl 3,3-dimethyl-4-(trifluoromethanesulfonyloxy)-2,6-dihydropyridine-1-carboxylate CC1(CN(CC=C1OS(=O)(=O)C(F)(F)F)C(=O)OC(C)(C)C)C